CC1(C(CC=C1C)CC1OCC(CO1)=O)C 2-[(2,2,3-trimethylcyclopent-3-en-1-yl)methyl]-1,3-dioxan-5-one